5-(benzyloxy)-4-(4-bromoisoindoline-2-carbonyl)-6-methyl-1,3-phenylenebis(4-methylbenzenesulfonate) C(C1=CC=CC=C1)OC=1C(=C(C=C(C1C)C1=C(C=CC(=C1)C)S(=O)(=O)[O-])C1=C(C=CC(=C1)C)S(=O)(=O)[O-])C(=O)N1CC2=CC=CC(=C2C1)Br